BrN1C[C@@H](CC1)N (R)-1-bromopyrrolidin-3-amine